C(C)(C)(C)OC(=O)N1[C@@H]2[C@H]([C@@H](C[C@H]1CC2)N=[N+]=[N-])OCC2=CC=CC=C2.[N+](=O)([O-])C2(CC(CC(C2)([N+](=O)[O-])[N+](=O)[O-])([N+](=O)[O-])[N+](=O)[O-])[N+](=O)[O-] |r| 1,3,5-trinitro-1,3,5-trinitrocyclohexane tert-butyl-(1S*,2R*,3R*,5R*)-(±)-3-azido-2-(benzyloxy)-8-azabicyclo[3.2.1]octane-8-carboxylate